CC=1SC(=C(N1)C1=CC=CC=C1)OC1=CC(=NC=C1)NC1=CC(=CC=C1)S(=O)(=O)C 4-((2-methyl-4-phenylthiazol-5-yl)oxy)-N-(3-(methylsulfonyl)phenyl)pyridin-2-amine